FC=1C=CC=C2C=CC(=NC12)C(F)(F)F 8-fluoro-2-(trifluoromethyl)quinoline